2-((1-(4-(difluoromethyl)phenyl)-4-methyl-1H-1,2,3-triazol-5-yl)methoxy)-7,8-dihydro-1,6-naphthyridine-6(5H)-carboxamide FC(C1=CC=C(C=C1)N1N=NC(=C1COC1=NC=2CCN(CC2C=C1)C(=O)N)C)F